C1(C(CCCC1)C(=O)[O-])C(=O)OC(COC(C=C)=O)C 1,2-cyclohexanedicarboxylic acid, mono[1-methyl-2-[(1-oxo-2-propenyl)oxy]ethyl] ester